2-amino-5-fluoro-4,4-dimethylvaleric acid NC(C(=O)O)CC(CF)(C)C